[C@H]12CN(C[C@H](CC1)N2)C=2C1=C(N=C(N2)OCCC2=NN(C=C2)C)C(=C(N=C1)C1=CC=CC2=CC=CC(=C12)Cl)F 4-((1R,5S)-3,8-diazabicyclo[3.2.1]octan-3-yl)-7-(8-chloronaphthalen-1-yl)-8-fluoro-2-(2-(1-methyl-1H-pyrazol-3-yl)ethoxy)pyrido[4,3-d]pyrimidine